NC=1C2=C(N=CN1)N(C(=C2C=2C=NC(=CC2)N(C)C(=O)OC(C)(C)C)C2=CCC1(CCN(CC1)C(=O)OC(C)(C)C)CC2)C tert-butyl 9-(4-amino-5-(6-((tert-butoxycarbonyl) (methyl) amino)-pyridin-3-yl)-7-methyl-7H-pyrrolo[2,3-d]pyrimidin-6-yl)-3-azaspiro[5.5]undec-8-ene-3-carboxylate